CN1C(=NC2=C1C=C(C=C2C)C2=CC=C(C=C2)CN2CC1(C2)CN(C1)C)C1=CC=C(C=C1)S(=O)(=O)C 1,4-dimethyl-6-(4-((6-methyl-2,6-diazaspiro[3.3]hept-2-yl)methyl)phenyl)-2-(4-(methylsulfonyl)phenyl)-1H-benzo[d]imidazole